8-(cyclopent-1-en-1-yl)-N,N-bis[(4-methoxyphenyl)methyl]-2-(morpholin-4-yl)pyrazolo[1,5-a][1,3,5]triazin-4-amine C1(=CCCC1)C=1C=NN2C1N=C(N=C2N(CC2=CC=C(C=C2)OC)CC2=CC=C(C=C2)OC)N2CCOCC2